(4-(7-chloroquinolin-4-yl)piperazin-1-yl)(1-(phenylcarbonyl)piperidin-3-yl)methanone ClC1=CC=C2C(=CC=NC2=C1)N1CCN(CC1)C(=O)C1CN(CCC1)C(=O)C1=CC=CC=C1